2-(hydroxymethyl)-N-(4-hydroxyphenyl)-4-methyl-N-phenylpent-4-enamide OCC(C(=O)N(C1=CC=CC=C1)C1=CC=C(C=C1)O)CC(=C)C